((4-(1-(2,6-difluorophenyl)-1H-pyrazol-4-yl) pyrimidin-5-yloxy) methyl) piperidine-1-carboxylate N1(CCCCC1)C(=O)OCOC=1C(=NC=NC1)C=1C=NN(C1)C1=C(C=CC=C1F)F